ClC=1C=C(C(=O)N(C)OC)C=C(C1)Cl 3,5-dichloro-N-methoxy-N-methylbenzamide